BrC1=C(C(=CC2=C(N(N=C12)C)OC(F)F)[N+](=O)[O-])C(=O)C1=C(C=CC(=C1)F)Cl {7-bromo-3-[(difluoromethyl)oxy]-2-methyl-5-nitroindazol-6-yl}(2-chloro-5-fluorophenyl)methanone